FC1(C(COC1)NC(N([C@@H](C)C1=CC=NC=C1)C)=S)F 3-(4,4-difluorotetrahydrofuran-3-yl)-1-methyl-1-[(1S)-1-(4-pyridyl)ethyl]thiourea